CN1C=CC=2C1=NC=CC2C2=NC=C(C1=C2CNC1=O)NC1=NC(=CC=C1)N1[C@H]2[C@@H](CC1)CN(C2)C 4-(1-methyl-1H-pyrrolo[2,3-b]pyridin-4-yl)-7-((6-((3aS,6aS)-5-methylhexa-hydropyrrolo[3,4-b]pyrrol-1(2H)-yl)pyridin-2-yl)amino)-2,3-dihydro-1H-pyrrolo[3,4-c]pyridin-1-one